6-chloro-7-methoxy-2-methyl-3-(4-(4-(trifluoromethoxy)phenoxy) phenyl)quinolin-4-yl ethyl carbonate C(OC1=C(C(=NC2=CC(=C(C=C12)Cl)OC)C)C1=CC=C(C=C1)OC1=CC=C(C=C1)OC(F)(F)F)(OCC)=O